[Al].[Mn] Manganese-Aluminum